Sulfonium Borate B([O-])([O-])[O-].[SH3+].[SH3+].[SH3+]